tert-butyl (2S)-4-(2-chloro-7-(5-methyl-1H-indazol-4-yl)-7,8-dihydro-5H-pyrano[4,3-d]pyrimidin-4-yl)-2-(cyanomethyl)piperazine-1-carboxylate ClC=1N=C(C2=C(N1)CC(OC2)C2=C1C=NNC1=CC=C2C)N2C[C@@H](N(CC2)C(=O)OC(C)(C)C)CC#N